C1(CC1)NC(C([C@H](C[C@H]1C(NCC1)=O)NC([C@H](CC(C)C)NC(OC(C1(CC1)C1=CC(=CC=C1)Cl)C1=CC=C(C=C1)Cl)=O)=O)=O)=O (4-chlorophenyl)(1-(3-chlorophenyl)cyclopropyl)methyl ((S)-1-(((S)-4-(cyclopropylamino)-3,4-dioxo-1-((S)-2-oxopyrrolidin-3-yl)butan-2-yl)amino)-4-methyl-1-oxopentan-2-yl)carbamate